3-methyl-5-(N-(2-fluoro-3-methylphenylethyl)sulfamoyl)benzofuran-2-carboxylic acid ethyl ester C(C)OC(=O)C=1OC2=C(C1C)C=C(C=C2)S(NCCC2=C(C(=CC=C2)C)F)(=O)=O